6-[(4-methyl-2-pyridinyl)oxy]-1,3-benzothiazol-2-amine CC1=CC(=NC=C1)OC1=CC2=C(N=C(S2)N)C=C1